[CH-]1C=CC2=CC=CC=C12.[Li+] lithium indenide